benzyl 3-[4-(4,4-dimethylcyclohex-1-en-1-yl) phenyl]-2-hydroxypropionate CC1(CC=C(CC1)C1=CC=C(C=C1)CC(C(=O)OCC1=CC=CC=C1)O)C